isocyanatophenyl sulfide N(=C=O)C1=C(C=CC=C1)SC1=C(C=CC=C1)N=C=O